N'-{[(3,5-difluorothiophen-2-yl)sulfonyl]oxy}-2-(2-methylpropane-2-sulfonyl)ethanimidamide FC1=C(SC(=C1)F)S(=O)(=O)ON=C(CS(=O)(=O)C(C)(C)C)N